ClS(=O)(=O)C1=C(C2=C(C=C(O2)C(=O)OCC)C=C1)F ethyl 6-(chlorosulfonyl)-7-fluorobenzofuran-2-carboxylate